CCN(CC)CCO N,N-diethylaminoethanol